(Z)-2-(2,5-Dioxopiperidin-3-yl)-5-(4-(5-(4-(1-(4-hydroxyphenyl)-2-phenylbut-1-en-1-yl)phenoxy)pentyl)piperazin-1-yl)isoindolin-1,3-dion O=C1NCC(CC1N1C(C2=CC=C(C=C2C1=O)N1CCN(CC1)CCCCCOC1=CC=C(C=C1)\C(=C(\CC)/C1=CC=CC=C1)\C1=CC=C(C=C1)O)=O)=O